CN1C(=NN=C1)CC1(COC1)C1=CC(=NC(=C1)NCCSC)N1C(C2=CC(=CC(=C2C1)C(F)(F)F)CN1C[C@H](CCC1)C)=O 2-(4-{3-[(4-methyl-1,2,4-triazol-3-yl)methyl]oxetan-3-yl}-6-{[2-(methylsulfanyl)ethyl]amino}pyridin-2-yl)-6-{[(3S)-3-methylpiperidin-1-yl]methyl}-4-(trifluoromethyl)-3H-isoindol-1-one